O=C1NC(CCC1N1CC2=CC=C(C(=C2C1=O)F)CNC(OCC=1C=C2N(N1)CCC2C)=O)=O (4-methyl-5,6-dihydro-4H-pyrrolo[1,2-b]pyrazol-2-yl)methyl ((2-(2,6-dioxopiperidin-3-yl)-4-fluoro-3-oxoisoindolin-5-yl)methyl)carbamate